4-amino-N-[(1R)-5-chloroindan-1-yl]Benzamide NC1=CC=C(C(=O)N[C@@H]2CCC3=CC(=CC=C23)Cl)C=C1